C(C1=CC=CC=C1)OC([C@H](CCC(=O)O)NC(CCCCCCCCCCCCCCC(=O)OC(C)(C)C)=O)=O (S)-5-(benzyloxy)-4-(16-(tert-butoxy)-16-oxohexadecanoylamino)-5-oxopentanoic acid